(6R)-5-tert-butoxycarbonyl-6-methyl-2,4,6,7-tetrahydropyrrolo[4,3-c]Pyridine-3-carboxylic acid C(C)(C)(C)OC(=O)N1CC=2C(C[C@H]1C)=CNC2C(=O)O